COC1=C(C=CC=C1)CC=1OC2=C(N1)C=C(C=C2)C(=O)OC Methyl 2-[(2-methoxyphenyl)methyl]-1,3-benzoxazole-5-carboxylate